O=C1NCC(C1)C1=CC=CC=C1 2-oxo-4-phenylpyrrolidin